(R)-6-methyl-5-((1-methyl-6-(pyrimidin-5-ylamino)-1H-pyrazolo[3,4-d]pyrimidin-3-yl)amino)-N-(2-(3-methylpyrrolidin-1-yl)ethyl)nicotinamide CC1=NC=C(C(=O)NCCN2C[C@@H](CC2)C)C=C1NC1=NN(C2=NC(=NC=C21)NC=2C=NC=NC2)C